8-(3-(4-(6-fluorobenzo[d]isoxazol-3-yl)piperidin-1-yl)propoxy)-5,6-dihydro-1H-pyrrolo[3,2,1-ij]quinolin-4(2H)-one hydrobromide Br.FC1=CC2=C(C(=NO2)C2CCN(CC2)CCCOC=2C=C3CCC(N4C3=C(C2)CC4)=O)C=C1